O[C@H]1[C@H](O)[C@@H](O)[C@H](O)[C@H](O1)C(=O)[O-] (β-D-glucopyranosuronate)